(3-chlorobenzyl)quinolin-8-amine ClC=1C=C(CC2=NC3=C(C=CC=C3C=C2)N)C=CC1